NCC1(CC(CC(C1)(C)C)NCC1(CC(CC(C1)(C)C)N)C)C 3-[[[3-(aminomethyl)-3,5,5-trimethyl-cyclohexyl]amino]methyl]-3,5,5-trimethyl-cyclohexanamine